C(CN(CC(=O)O)CC(=O)O)N(CC(=O)O)CC(=O)O ethylenediaminetetrakisacetic acid